N-[(6-Amino-2-pyridyl)sulfonyl]-2-(2,2,4,4-tetramethylpyrrolidin-1-yl)-4-(trifluoromethyl)pyridin-3-carboxamid NC1=CC=CC(=N1)S(=O)(=O)NC(=O)C=1C(=NC=CC1C(F)(F)F)N1C(CC(C1)(C)C)(C)C